BrC=1C(=CC(=NC1)[C@H](C)NC(OC(C)(C)C)=O)C tert-butyl N-[(1S)-1-(5-bromo-4-methyl-2-pyridyl) ethyl]carbamate